C1(C(CC2=CC=CC=C12)=O)=O 3-hydridoindenedione